The molecule is a steroid acid, the 4-carboxy-4-methyl derivative of zymosterol. It is a 3beta-hydroxy steroid, a steroid acid and a monocarboxylic acid. It derives from a zymosterol. C[C@H](CCC=C(C)C)[C@H]1CC[C@@H]2[C@@]1(CCC3=C2CC[C@@H]4[C@@]3(CC[C@@H](C4(C)C(=O)O)O)C)C